2-(1,3-diamino-guanidino)acetic acid NN(C(=N)NN)CC(=O)O